C(CCCCCCC\C=C/C\C=C/CCCCC)(=O)OCC(CCCCC(=O)OC(CCCCCCCC)CCCCCCCC)CO 7-(heptadecan-9-yloxy)-2-(hydroxymethyl)-7-oxoheptyl (9Z,12Z)-octadeca-9,12-dienoate